C(=O)C1=C(OCC=2C(=NC=CC2)C=2C=C(C=O)C=CC2)C=CC=C1O 3-{3-[(2-Formyl-3-hydroxyphenoxy)methyl]pyridin-2-yl}benzaldehyd